dimethylisobutylene CC(=C(C)C)C